C(C)(C)(C)OC(=O)C1NCCC2=C1N=C(N2CC)C(=O)O (tert-butoxycarbonyl)-1-ethyl-4,5,6,7-tetrahydro-1H-imidazo[4,5-c]pyridine-2-carboxylic acid